N-(4-(7-(8-ethynyl-7-fluoronaphthalen-1-yl)-8-fluoro-2-(((S)-1-methylpyrrolidin-2-yl)methoxy)pyrido[4,3-d]pyrimidin-4-yl)-1,4-oxazepan-6-yl)acrylamide C(#C)C=1C(=CC=C2C=CC=C(C12)C1=C(C=2N=C(N=C(C2C=N1)N1CCOCC(C1)NC(C=C)=O)OC[C@H]1N(CCC1)C)F)F